C(CCCCCCCCCCCCC\C=C/CCCCCCCC)(=O)OCCCCCCCCCCCCCCCCCCCC arachidyl nervonate